tert-Butyl (2-(4-(5-cyanopyridin-2-yl)piperazin-1-yl)-2-oxoethyl)(methyl)carbamate C(#N)C=1C=CC(=NC1)N1CCN(CC1)C(CN(C(OC(C)(C)C)=O)C)=O